2-[[4,7-difluoro-2-[[2-[2-oxo-3-(3-oxo-4H-pyrazino[2,3-b][1,4]oxazin-6-yl)-1,3-oxazolidin-5-yl]ethylamino]methyl]-2,3-dihydro-1H-inden-5-yl]oxy]-N-methylacetamide FC1=C2CC(CC2=C(C=C1OCC(=O)NC)F)CNCCC1CN(C(O1)=O)C1=NC2=C(OCC(N2)=O)N=C1